ClC1=NC(=CC=C1C(=O)N1C[C@H]([C@@]2(CC1)NCC1=CC=CC=C1C2)O)C (2-chloro-6-methyl-3-pyridinyl)[(3R,3'R)-3'-hydroxy-1,4-dihydro-1'H,2H-spiro[isoquinoline-3,4'-piperidin]-1'-yl]methanone